2-[6-[5-[(1S)-1-[[6-chloro-8-(trifluoromethyl)quinazolin-4-yl]-methyl-amino]ethyl]-1,2,4-triazol-1-yl]-3-pyridinyl]-4-(trifluoromethyl)-5H-thiazol-4-ol ClC=1C=C2C(=NC=NC2=C(C1)C(F)(F)F)N([C@@H](C)C1=NC=NN1C1=CC=C(C=N1)C=1SCC(N1)(O)C(F)(F)F)C